C(C)(=O)C1=C2C=CC=C(C2=CC=C1)N 5-acetyl-1-naphthylamine